methyl 6-(4-(3-(4-chloro-3-fluorophenyl)-1-((6-methylpyridin-2-yl)methyl)-1H-pyrrolo[2,3-b]pyridine-6-carbonyl)-3,3-dimethylpiperazin-1-yl)-2,4-dimethylnicotinate ClC1=C(C=C(C=C1)C1=CN(C2=NC(=CC=C21)C(=O)N2C(CN(CC2)C2=NC(=C(C(=O)OC)C(=C2)C)C)(C)C)CC2=NC(=CC=C2)C)F